perfluorododecyl-trimethyl-ammonium iodide [I-].FC([N+](C(F)(F)F)(C(F)(F)F)C(C(C(C(C(C(C(C(C(C(C(C(F)(F)F)(F)F)(F)F)(F)F)(F)F)(F)F)(F)F)(F)F)(F)F)(F)F)(F)F)(F)F)(F)F